C1(=CC=CC=C1)N=C(C)C1=NC=CC=C1 2-[1-(Phenylimino)ethyl]pyridin